C(CCCCCCCCCCC)C(O)CN.[NH4+] ammonium dodecylethanolamine